C(C)S(=O)(=O)C1=CC=C(C=C1)CC(=O)NC=1C=CC(=NC1)C1=C(C=CC=C1)NC(C=C)=O N-(2-(5-(2-(4-(ethylsulfonyl)phenyl)acetamido)pyridin-2-yl)phenyl)acrylamide